N-chlorobenzenesulfonamide ClNS(=O)(=O)C1=CC=CC=C1